N1C=CC2=CC=CC(=C12)CC(=O)[O-] 7-indolylacetate